FC=1C=CC=C2C(=CNC12)CN1CCOCC1 7-fluoro-3-morpholin-4-ylmethyl-1H-indol